1-(4-(S-aminomethyl-sulfonyl)phenyl)azetidine NCS(=O)(=O)C1=CC=C(C=C1)N1CCC1